2-Methylnaphtho[2,1-d]thiazole CC=1SC2=C(N1)C=CC1=CC=CC=C12